1-(3,3-difluorocycloprop-1-en-1-yl)naphthalene FC1(C=C1C1=CC=CC2=CC=CC=C12)F